C1(CC1)NC(=O)C1=C(C=C(C=C1OC)C1=CN=C2N1C=CC(=C2)OCC2N(CC2)C(=O)OC(C)(C)C)OC(F)F tert-butyl 2-[[3-[4-(cyclopropylcarbamoyl)-3-(difluoromethoxy)-5-methoxy-phenyl]imidazo[1,2-a]pyridin-7-yl]oxymethyl]azetidine-1-carboxylate